C12C(CC(CC1)C2)C(C(S(=O)(=O)[O-])(F)F)(F)F.CS(=O)(=O)C2=CC=C(C=C2)[S+](C2=CC=CC=C2)C2=CC=CC=C2 4-methanesulfonyl-Phenyldiphenylsulfonium 2-bicyclo[2.2.1]hept-2-yl-1,1,2,2-tetrafluoroethanesulfonate